CNC(C[C@H](CC(C)C)NC=1C2=C(N=C(N1)N1CC3(CN(C3)C(C=C)=O)CC1)C=CO2)=O (3S)-N,5-dimethyl-3-((2-(2-(2-propenoyl)-2,6-diazaspiro[3.4]octan-6-yl)furo[3,2-d]pyrimidin-4-yl)amino)hexanamide